C1(CC1)C=1C=C2COCCCN3N=NC4=C3C=CC(C(C3=CC=C5CCN(C(C1C=C2)=O)CC5=C3)CC(=O)O)=C4C [18-cyclopropyl-32-methyl-20-oxo-14-oxa-8,9,10,21-tetrazahexacyclo[19.5.3.216,19.13,7.06,10.024,28]dotriaconta-1(26),3(32),4,6,8,16,18,24,27,30-decaen-2-yl]acetic acid